propargyl-α,β-diaminopropionic acid C(C#C)C(C(=O)O)(CN)N